C(CCCCCCC)(=O)OCCCCCCCCCCCCCCCCCCCC eicosyl n-octanoate